6-((3-methoxy-4-((4-methoxybenzyl)oxy)phenyl)amino)-3-(piperazin-1-yl)quinoxaline-5-carbonitrile COC=1C=C(C=CC1OCC1=CC=C(C=C1)OC)NC1=C(C=2N=C(C=NC2C=C1)N1CCNCC1)C#N